3-Chlorobenzyl ((2S)-3-cyclohexyl-1-(((2S)-1-(diethoxyphosphoryl)-1-hydroxy-3-((S)-2-oxopyrrolidin-3-yl)propan-2-yl)amino)-1-oxopropan-2-yl)carbamate C1(CCCCC1)C[C@@H](C(=O)N[C@H](C(O)P(=O)(OCC)OCC)C[C@H]1C(NCC1)=O)NC(OCC1=CC(=CC=C1)Cl)=O